Cl.BrC1=CC(=NC=C1)NC(C1=NC=C(C=C1)CCCCC)=O N-(4-bromopyridin-2-yl)-5-pentylpicolinamide hydrogen chloride